isopropyl (S)-6-diazo-2-(1-hydroxycyclopentane-1-carboxamido)-5-oxohexanoate [N+](=[N-])=CC(CC[C@@H](C(=O)OC(C)C)NC(=O)C1(CCCC1)O)=O